ClC1=C(C=C(C(=C1)[N+](=O)[O-])F)O 2-chloro-5-fluoro-4-nitro-phenol